ClC1=C(C=CC(=C1)C(F)(F)F)SC1CN(C1)C(=O)OC(C)(C)C tert-Butyl 3-((2-chloro-4-(trifluoromethyl)phenyl)thio)azetidine-1-carboxylate